(E)-3-(3-(4-methoxyphenyl)propenylpropenyl)-4-methylquinolin-2(1H)-one COC1=CC=C(C=C1)CC=C/C(=C\C)/C=1C(NC2=CC=CC=C2C1C)=O